(1S,2R)-2-[(5R)-8-fluoro-5H-imidazo[4,3-a]isoindol-5-yl]cyclohexan-1-ol FC1=CC=C2[C@H](N3C(C2=C1)=CN=C3)[C@@H]3[C@H](CCCC3)O